rac-cis-3-{2-[4-[(4-methylsulfonylphenoxy)methyl]-2-methylpyrrolidin-1-yl]ethyl}benzonitrile CS(=O)(=O)C1=CC=C(OC[C@@H]2C[C@@H](N(C2)CCC=2C=C(C#N)C=CC2)C)C=C1 |r|